2-amino-5-(2-methoxybenzyl)pyrimidine-4,6-diol NC1=NC(=C(C(=N1)O)CC1=C(C=CC=C1)OC)O